C1=CC=CC=2C3=CC=CC=C3C(C12)COC(=O)N([C@@H](C(=O)O)COCCC)C (2R)-2-[9H-fluoren-9-ylmethoxycarbonyl(methyl)amino]-3-propoxy-propanoic acid